NC1=C2C(=NC=N1)N(N=C2C2=CC=C(C=C2)OC2=CC=CC=C2)C2CCN(CC2)CC=2C=C1C(N(C(C1=CC2F)=O)[C@@H]2C(NC(CC2)=O)=O)=O (S)-5-((4-(4-amino-3-(4-phenoxyphenyl)-1H-pyrazolo[3,4-d]pyrimidin-1-yl)piperidin-1-yl)methyl)-2-(2,6-dioxopiperidin-3-yl)-6-fluoroisoindoline-1,3-dione